C(C)(C)(C)[S@@](=O)N[C@H]1C2=CC=CC=C2CC12CCN(CC2)C(=O)O (R)-1-(((R)-tert-butylsulfinyl)amino)-1,3-dihydrospiro[indene-2,4'-piperidine]-1'-carboxylic acid